O1CCN(CCC1)C(C(=O)N)C 2-(1,4-oxazepan-4-yl)propanamide